C1(=CC(=CC=C1)C(C)C1=NC(=NO1)C1=CC(=C(C=C1)C)[N+](=O)[O-])C1=CC=CC=C1 (1-([1,1'-biphenyl]-3-yl)ethyl)-3-(4-methyl-3-nitrophenyl)-1,2,4-oxadiazole